(R)-3-(2-hydroxy-4-(prop-1-yn-1-yl)phenyl)-4-methyl-6-(piperidin-3-ylamino)-1,2,4-triazin-5(4H)-one OC1=C(C=CC(=C1)C#CC)C1=NN=C(C(N1C)=O)N[C@H]1CNCCC1